COC(=O)C1=CC=2N(C(=C1F)C1=CC=C(C=C1)C#N)N=CN2 5-(4-cyanophenyl)-6-fluoro-[1,2,4]triazolo[1,5-a]pyridine-7-carboxylic acid methyl ester